3-((5-(5-(difluoromethyl)-1,3,4-oxadiazole-2-yl)pyridine-2-yl)methyl)-4-fluoro-1-(1-methylpiperidine-4-yl)-1,3-dihydro-2H-benzo[d]imidazole-2-one FC(C1=NN=C(O1)C=1C=CC(=NC1)CN1C(N(C2=C1C(=CC=C2)F)C2CCN(CC2)C)=O)F